Ethyl (3S)-3-amino-3-(2',4,4'-trifluoro-6'-(hex-5-en-1-yl)-6-methyl-[1,1'-biphenyl]-3-yl)propanoate hydrochloride Cl.N[C@@H](CC(=O)OCC)C=1C=C(C(=CC1F)C)C1=C(C=C(C=C1CCCCC=C)F)F